C(CCC)N1CN(C2=C1C=CC=C2)CCCS(=O)(=O)O 1-butyl-3-(3-sulfopropyl)benzimidazole